(1RS,4RS,1R)-4-(1,5-Dimethylhex-4-enyl)-1-methylcyclohex-2-en-1-ol C[C@H](CCC=C(C)C)[C@@H]1C=C[C@@](CC1)(O)C |&1:8,11|